2-Ethylhexyl-succinimide Imide C(C)C(CC1C(NC(C1)=O)=N)CCCC